(R)-2-(((3-butyl-7-methoxy-2-methyl-1,1-dioxido-5-phenyl-2,3,4,5-tetrahydro-1,2,5-benzothiadiazepin-8-yl)methyl)thio)-2-methylpropanoic acid C(CCC)[C@H]1N(S(C2=C(N(C1)C1=CC=CC=C1)C=C(C(=C2)CSC(C(=O)O)(C)C)OC)(=O)=O)C